2-amino-7-cyano-1-(6-fluoro-5-methyl-1H-indazol-4-yl)-5-methyl-1H-pyrrolo[2,3-c]pyridine-3-carboxylic acid NC1=C(C=2C(=C(N=C(C2)C)C#N)N1C1=C2C=NNC2=CC(=C1C)F)C(=O)O